rac-6-(4-acetylpiperazin-1-yl)-5-oxo-2-phenyl-N-(4-(trifluoromethyl)phenyl)-5,7,8,9-tetrahydropyrrolo[1,2-c][1,2,4]triazolo[1,5-a]pyrimidine-9-carboxamide C(C)(=O)N1CCN(CC1)C1=C2N(C=3N(C1=O)N=C(N3)C3=CC=CC=C3)[C@H](CC2)C(=O)NC2=CC=C(C=C2)C(F)(F)F |r|